OC1=NC=NC2=NC=CN=C12 4-hydroxypteridine